endo-(1R,3r,5S)-9-(tert-butoxycarbonyl)-9-azabicyclo[3.3.1]nonan-3-yl 2,3-dihydro-1H-pyrrolo[1,2-a]indole-9-carboxylate C1CCN2C1=C(C=1C=CC=CC21)C(=O)OC2C[C@H]1CCC[C@@H](C2)N1C(=O)OC(C)(C)C